COC(CC(CC(=O)OC)(C)C)=O 3,3-Dimethylglutaric acid dimethyl ester